1-(5-chloro-2-ethoxy-4'-methoxy-6-methyl-[1,1'-biphenyl]-3-yl)ethan-1-one ClC=1C=C(C(=C(C1C)C1=CC=C(C=C1)OC)OCC)C(C)=O